3-cyclohexyl-1-(((2R,3R,4S,5R,6R)-5-hydroxy-6-(hydroxymethyl)-3-methoxy-4-(4-(3,4,5-trifluorophenyl)-1H-1,2,3-triazol-1-yl)tetrahydro-2H-pyran-2-yl)methyl)imidazolidin-4-one C1(CCCCC1)N1CN(CC1=O)C[C@H]1O[C@@H]([C@@H]([C@@H]([C@H]1OC)N1N=NC(=C1)C1=CC(=C(C(=C1)F)F)F)O)CO